6-chloro-5-(dimethylamino)-4-nitropyridazin-3(2H)-one ClC=1C(=C(C(NN1)=O)[N+](=O)[O-])N(C)C